4-((R)-3-methylmorpholinyl)-6-(6-oxospiro[3.3]heptane-2-yl)-2-(1-(tetrahydro-2H-pyran-2-yl)-1H-pyrazol-5-yl)-8,9-dihydro-1,3,6,9a-tetraazabenzo[cd]azulene-7(6H)-one C[C@H]1N(CCOC1)C=1C=C2C3=C(C(=NN3CCC(N2C2CC3(C2)CC(C3)=O)=O)C3=CC=NN3C3OCCCC3)N1